N-iso-Pentyl-2-methoxy-4,5-dimethyl-1H-imidazole-1-carboxamide C(CC(C)C)NC(=O)N1C(=NC(=C1C)C)OC